C(C)N(C)C=1C(=NC(=CN1)C)C(=O)N [ethyl(methyl)amino]-6-methyl-pyrazine-2-carboxamide